(R)-4-(3-(Dimethylamino)-3-(3-(trifluoromethyl)phenethyl)piperidin-1-yl)-2-fluoro-N-(pyrimidin-4-yl)benzenesulfonamide formate C(=O)O.CN([C@]1(CN(CCC1)C1=CC(=C(C=C1)S(=O)(=O)NC1=NC=NC=C1)F)CCC1=CC(=CC=C1)C(F)(F)F)C